CC1(OB(OC1(C)C)C1=C(C=CC=C1)C1=CC=CC=2OC3=C(C21)C=CC=2C=CC=CC23)C 7-[2-(4,4,5,5-tetramethyl-1,3,2-dioxaborolane-2-yl)phenyl]benzo[b]naphtho[2,1-d]furan